3-(2-fluorophenyl)-1-((tetrahydro-2H-pyran-4-yl)methyl)-1H-pyrrole-2,5-dione FC1=C(C=CC=C1)C=1C(N(C(C1)=O)CC1CCOCC1)=O